myristoleyl laurate C(CCCCCCCCCCC)(=O)OCCCCCCCC\C=C/CCCC